2-bromo-spiro[fluorene-9,9'-xanthene] BrC1=CC2=C(C=C1)C1=CC=CC=C1C21C2=CC=CC=C2OC=2C=CC=CC12